(R)-6-cyclopropyl-2-(2-(3-fluoro-3-methylazetidin-1-yl)ethyl)-4-((1-(2-methyl-3-(trifluoromethyl)phenyl)ethyl)amino)-2,6-dihydropyrido[3,4-d]pyridazine-1,7-dione C1(CC1)N1C=C2C(=NN(C(C2=CC1=O)=O)CCN1CC(C1)(C)F)N[C@H](C)C1=C(C(=CC=C1)C(F)(F)F)C